6-((2-((3ar,7as)-hexahydro-1H-pyrrolo[2,3-c]pyridin-6(2H)-yl)-1H-benzo[d]imidazol-1-yl)methyl)nicotinonitrile N1CC[C@H]2[C@H]1CN(CC2)C2=NC1=C(N2CC2=NC=C(C#N)C=C2)C=CC=C1